C(C)(C)(C)OC(=O)N1CC(C1)N1N=CC2=CC(=CC=C12)Br 3-(5-Bromo-1H-indazol-1-yl)azetidine-1-carboxylic acid tert-butyl ester